(S)-N-(1-(4-(N-ethylsulfamoyl)phenylamino)-1-oxo-3-phenylpropan-2-yl)4-fluoro-N-methylbenzamide C(C)NS(=O)(=O)C1=CC=C(C=C1)NC([C@H](CC1=CC=CC=C1)N(C(C1=CC=C(C=C1)F)=O)C)=O